ClC1=CC(=CC(=N1)C1=CC(=NC=N1)C(=O)NC)[C@@H]1CN([C@H](CO1)COC)CC1=CC=C(C=C1)OC 6-(6-chloro-4-((2R,5S)-4-(4-methoxybenzyl)-5-(methoxymethyl)morpholin-2-yl)pyridin-2-yl)-N-methylpyrimidine-4-carboxamide